CC1=CC=CC(=N1)C1=C(N=CN1)C=1C=C2C=C(C=NC2=CC1)C(=O)OCCNC1CCNCC1 2-(piperidin-4-ylamino)ethyl 6-(5-(6-methylpyridin-2-yl)-1H-imidazol-4-yl)quinoline-3-carboxylate